FC1=C2CCC(NC2=CC=C1F)C 5,6-difluoro-2-methyl-1,2,3,4-tetrahydroquinoline